N-Ethyl-5-hydroxy-benzenesulfonamide C(C)NS(=O)(=O)C1=CC=CC(=C1)O